C[C@@H](C=O)C(=O)[O-] The molecule is 2-Methyl-3-oxopropanoate with S configuration at the chiral centre. It is a conjugate base of a (S)-methylmalonaldehydic acid. It is an enantiomer of a (R)-methylmalonate semialdehyde.